Ethyl 2-cyano-4,4-difluoro-2-phenylbutanoate C(#N)C(C(=O)OCC)(CC(F)F)C1=CC=CC=C1